tert-butyl 3-(2-((6-(1-methyl-1H-pyrazol-4-yl)pyrazolo[1,5-a]pyridin-4-yl)oxy)ethyl)morpholine-4-carboxylate CN1N=CC(=C1)C=1C=C(C=2N(C1)N=CC2)OCCC2N(CCOC2)C(=O)OC(C)(C)C